NC1=C(C=CC(=C1)NCC1=CC=C(C=C1)F)NC(CCCCCC)=O N-(2-Amino-4-((4-fluorobenzyl)amino)phenyl)heptanamid